(R)-(+)-2-(diphenylphosphino)-2'-methoxy-1,1'-binaphthyl COC1=C(C2=CC=CC=C2C=C1)C3=C(C=CC4=CC=CC=C43)P(C5=CC=CC=C5)C6=CC=CC=C6